(2R)-2-{[7-bromo-2-(1-methyl-1H-pyrazol-4-yl)[1,2,4]triazolo[1,5-c]quinazolin-5-yl]amino}-1-(morpholin-4-yl)propan-1-one BrC1=CC=CC=2C=3N(C(=NC12)N[C@@H](C(=O)N1CCOCC1)C)N=C(N3)C=3C=NN(C3)C